3-((E)-(4-methoxy-styryl)-phenylamino)-benzamide COC1=CC=C(/C=C/N(C=2C=C(C(=O)N)C=CC2)C2=CC=CC=C2)C=C1